NC=1C(=C(C=CC1C(F)(F)F)C1=CC=C(C=C1)C(F)(F)F)N diaminobis(trifluoromethyl)biphenyl